C1(=CC=CC=C1)P(C1=C(SC(=C1P(C1=CC=CC=C1)C1=CC=CC=C1)CC)CC)C1=CC=CC=C1 3,4-bis(diphenylphosphino)-2,5-diethylthiophene